NC1C(N(C2=C(C(C1)F)C=CC=C2)C)=O 3-amino-5-fluoro-1-methyl-2,3,4,5-tetrahydro-1H-1-benzazepin-2-one